Tris-(2-Carboxyethyl)phosphine C(=O)(O)CCP(CCC(=O)O)CCC(=O)O